potassium perfluoro(2-hydroxymethyl-2,4-dimethyl-1,3-dioxolane) FC1(OC(OC1(F)F)(C(F)(F)F)C(O)(F)F)C(F)(F)F.[K]